2-(2-(Imidazo[1,2-a]pyridin-6-yl)-5-methylpiperidin-1-yl)-2-oxoacetic acid methyl ester COC(C(=O)N1C(CCC(C1)C)C=1C=CC=2N(C1)C=CN2)=O